tert-butyl (6-(2-(3-fluoropyridin-2-yl)-1-hydroxyl-2-methylpropyl)pyridin-3-yl)carbamate FC=1C(=NC=CC1)C(C(O)C1=CC=C(C=N1)NC(OC(C)(C)C)=O)(C)C